FC1=CC=C2C3(CN(C2=C1)C)CCCCC3 6'-fluoro-1'-methylspiro[cyclohexane-1,3'-indolin]